C(C)C1(C(NC(NC1=O)=O)=O)C=CCCCC 5-ethyl-5-(hexenyl)pyrimidine-2,4,6-trione